C(C)(C)(C)OC(=O)N1C[C@H]([C@@H](CC1)C1=C(C=C2C=NC(=NC2=C1)NC=1C=NN(C1Cl)C1CC1)C#N)F |r| trans-racemic-4-(2-((5-chloro-1-cyclopropyl-1H-pyrazol-4-yl)amino)-6-cyanoquinazolin-7-yl)-3-fluoropiperidine-1-carboxylic acid tert-butyl ester